C(C)OC(C(CCN1CC[C@@H]2N(CC([C@@H]21)(F)F)C(=O)OC(C)(C)C)(C)OCOC)=O (cis)-tert-butyl 4-(4-ethoxy-3-(methoxymethoxy)-3-methyl-4-oxobutyl)-3,3-difluorohexahydropyrrolo[3,2-b]pyrrole-1(2H)-carboxylate